BrC=1C(=NN2C1CN(CC2)C(=O)OC(C)(C)C)C2=CC(=CC=C2)F tert-butyl 3-bromo-2-(3-fluorophenyl)-6,7-dihydropyrazolo[1,5-a]pyrazine-5(4H)-carboxylate